[C@@H]1([C@H](C1)C(=O)OCC)C(=O)OCC diethyl (1R,2S)-cyclopropane-1,2-dicarboxylate